[N+](=O)(OCCN(C)C1CN(C1)S(=O)(=O)C1=CC(=C(C=C1)OCC)C1=NN2C(C(N1)=O)=C(N=C2CCC)C)[O-] 2-((1-((4-ethoxy-3-(5-methyl-4-oxo-7-propyl-3,4-dihydroimidazo[5,1-f][1,2,4]triazin-2-yl)phenyl)sulfonyl)azetidin-3-yl)(methyl)amino)ethyl nitrate